4-(2-(6-((7R)-7-amino-2-azabicyclo[2.2.1]heptane-2-carbonyl)-4-methoxy-3-methylbenzofuran-2-yl)-1-(cyclopropylmethyl)-1H-indol-6-yl)-2-chlorobenzamide N[C@H]1C2N(CC1CC2)C(=O)C2=CC1=C(C(=C(O1)C=1N(C3=CC(=CC=C3C1)C1=CC(=C(C(=O)N)C=C1)Cl)CC1CC1)C)C(=C2)OC